C(CCCCC#CC#C)(=O)N1CCCCC1 nona-6,8-diynoic acid piperidide